CNC(C1=CC=CC=C1)C=1C=C(C=C2CCOCC12)C=1C=C2C(=NC1)NC=C2C N-methyl-1-(6-(3-methyl-1H-pyrrolo[2,3-b]pyridin-5-yl)isochroman-8-yl)-1-phenyl-Methylamine